tert-butyl 7-(((2S,3R)-1-amino-3-hydroxy-1-oxobutan-2-yl) amino)-2-(4-methoxybenzyl)-1-oxo-2,5-diazaspiro[3.4]octane-5-Carboxylate NC([C@H]([C@@H](C)O)NC1CN(C2(CN(C2=O)CC2=CC=C(C=C2)OC)C1)C(=O)OC(C)(C)C)=O